FC=1C(=NC(=NC1)NC=1C=C(C=CC1)S(=O)(=O)NC(C)C)N(C1=CC=C2C(=NNC2=C1)C)C 3-({5-fluoro-4-[methyl-(3-methyl-1H-indazol-6-yl)amino]-2-pyrimidinyl}amino)-N-isopropylbenzenesulfonamide